tributoxysilylpropyl methacrylate triethoxysilylpropyl-methacrylate tributoxysilylpropyl-methacrylate dimethoxysilylpropyl-methacrylate CO[SiH](OC)CCCOC(C(=C)C)=O.C(CCC)O[Si](OCCCC)(OCCCC)CCCOC(C(=C)C)=O.C(C)O[Si](OCC)(OCC)CCCOC(C(=C)C)=O.C(C(=C)C)(=O)OCCC[Si](OCCCC)(OCCCC)OCCCC